7-(3,5-dichlorophenyl)-N-[(4S)-3,4-dihydro-2H-1-benzopyran-4-yl]-3-(2-fluoroprop-2-yl)thieno[3,2-c]pyridine-2-carboxamide ClC=1C=C(C=C(C1)Cl)C=1C2=C(C=NC1)C(=C(S2)C(=O)N[C@H]2CCOC1=C2C=CC=C1)C(C)(C)F